C(C1=CC=CC=C1)(=O)[C@H]1[C@@H](C12C(C1=CC=CC=C1C2=O)=O)C2=CC(=CC=C2)OC (2S,3R)-2-benzoyl-3-(m-methoxyphenyl)spiro[cyclopropane-1,2'-indene]-1',3'-dione